ClC1=CC=C(C=C1)N1N=C2C(=NN=C(C2=C1C)C)N1CCC(CC1)C(=O)NCC=1C=NC=CC1 1-(2-(4-chlorophenyl)-3,4-dimethyl-2H-pyrazolo[3,4-d]pyridazin-7-yl)-N-(pyridin-3-ylmethyl)piperidine-4-carboxamide